N-[4-[(1S)-2,2,2-trifluoro-1-(methylamino)ethyl]phenyl]-1,5-naphthyridin-3-amine FC([C@@H](NC)C1=CC=C(C=C1)NC=1C=NC2=CC=CN=C2C1)(F)F